but-3-yn-2-ylcyclopropane CC(C#C)C1CC1